(R)-5-(2-(dimethylamino)ethoxy)-2-methyl-N-(1-(3-(5-methyl-1,3,4-thiadiazol-2-yl)-5-(1-methyl-1H-pyrazol-4-yl)phenyl)ethyl)benzamide CN(CCOC=1C=CC(=C(C(=O)N[C@H](C)C2=CC(=CC(=C2)C=2C=NN(C2)C)C=2SC(=NN2)C)C1)C)C